N-Acetyl-2-fluoro-DL-phenylalanine C(C)(=O)N[C@@H](CC1=C(C=CC=C1)F)C(=O)O |r|